5,6-dichloro-1-methyl-3-(1H-pyrazol-4-yl)-2-(5-(trifluoromethyl)-1H-1,2,4-triazol-3-yl)-1H-indole ClC=1C=C2C(=C(N(C2=CC1Cl)C)C1=NNC(=N1)C(F)(F)F)C=1C=NNC1